(4-(1-ethylcyclopentyloxycarbonylmethoxy)-3,5-dimethylphenyl)diphenylsulfonium bromide [Br-].C(C)C1(CCCC1)OC(=O)COC1=C(C=C(C=C1C)[S+](C1=CC=CC=C1)C1=CC=CC=C1)C